Cl.FC1(C(CNCC1)C)F 4,4-difluoro-3-methylpiperidine-hydrochloride